6-chloro-5-(2-fluoro-5-methoxy-phenyl)-1-methyl-7-(trifluoromethyl)-3H-1,4-benzodiazepine-2-One ClC1=C(C=CC2=C1C(=NCC(N2C)=O)C2=C(C=CC(=C2)OC)F)C(F)(F)F